N-[rac-(1R,2R)-2-aminocyclopropyl]benzamide N[C@H]1[C@@H](C1)NC(C1=CC=CC=C1)=O |r|